1-Methyl-4-[4-(1-methyl-4-piperidyl)butyl]piperidin CN1CCC(CC1)CCCCC1CCN(CC1)C